N-(6-Bromo-1,3-benzoxazol-2-yl)-3,3,5-trimethylcyclohexan-1-carboxamid BrC1=CC2=C(N=C(O2)NC(=O)C2CC(CC(C2)C)(C)C)C=C1